N1(C=CC=C1)C(=O)OCC1OC(OC1)C (2-methyl-1,3-dioxolan-4-yl)methanol 1H-pyrrole-1-carboxylate